C1(CC1)C1=NC=NC(=C1C=1N=C(C=2C(N1)=NN(C2)C)OCC2=CC(=C(C=C2)C=2N(C=C(N2)C(F)(F)F)C)F)OC 6-(4-cyclopropyl-6-methoxy-pyrimidin-5-yl)-4-[[3-fluoro-4-[1-methyl-4-(trifluoromethyl)imidazol-2-yl]phenyl]methoxy]-2-methyl-pyrazolo[3,4-d]pyrimidine